FC1=C(C=CC(=C1)Cl)C1=CC(=C(C=C1)F)F 2,3',4'-trifluoro-4-chlorobiphenyl